2-(4-(7-chloro-1-methyl-2,3-dioxo-2,3-dihydropyrido[2,3-b]pyrazin-4(1H)-yl)piperidin-1-yl)-N,N-dimethylpyrimidine-5-sulfonamide ClC1=CC2=C(N(C(C(N2C)=O)=O)C2CCN(CC2)C2=NC=C(C=N2)S(=O)(=O)N(C)C)N=C1